di-tert-butyl (2R)-2-({[(2S)-6-{[(2S)-2-amino-3-(naphthalen-2-yl)propanoyl]amino}-1-tert-butoxy-1-oxohexan-2-yl]carbamoyl}amino)pentanedioate N[C@H](C(=O)NCCCC[C@@H](C(=O)OC(C)(C)C)NC(=O)N[C@@H](C(=O)OC(C)(C)C)CCC(=O)OC(C)(C)C)CC1=CC2=CC=CC=C2C=C1